1-(3-(3-cyclobutyl-5-methyl-8,9-dihydropyrido[3',2':4,5]pyrrolo[1,2-a]pyrazin-7(6H)-yl)-3-oxopropoxy)propan C1(CCC1)C1=CC=2C(=C3N(CCN(C3)C(CCOCCC)=O)C2N=C1)C